2,6-di-t-butyl-1,4-benzoquinone C(C)(C)(C)C=1C(C(=CC(C1)=O)C(C)(C)C)=O